C(C)OC1C(=CC1)Cl 3-ethoxy-2-chloro-cyclobutene